2,3-dichlorobenzaldehyde ClC1=C(C=O)C=CC=C1Cl